C(C)(C)(C)OC(=O)N[C@H](C(=O)N[C@@H]1C[C@@](N(CC1)C(=O)O)(C(=O)O)CCCCB1OC(C(O1)(C)C)(C)C)CC (2R,4S)-4-((S)-2-((tert-butoxycarbonyl)amino)butyramido)-2-(4-(4,4,5,5-tetramethyl-1,3,2-dioxaborolan-2-yl)butyl)piperidine-1,2-dicarboxylic acid